CNC=1SC(=NN1)NC1=C(C=C(C2=NON=C21)N2CCOCC2)C N2-methyl-N5-(5-methyl-7-morpholinobenzo[c][1,2,5]oxadiazol-4-yl)-1,3,4-thiadiazole-2,5-diamine